ClC=1C=C(C=2CC[C@H](C2C1)O)S(=O)(=O)NC1=C(C(=C(C=C1)F)C=1C=C2C=NC(=NC2=C(C1)OC)NCCCNC)F (1R)-6-chloro-N-[2,4-difluoro-3-(8-methoxy-2-{[3-(methylamino)propyl]amino}quinazolin-6-yl)phenyl]-1-hydroxy-2,3-dihydro-1H-indene-4-sulfonamide